O=C1NC(CCC1NC=1C=CC(=NC1)N1CCC(CC1)CN1CCCCC1)=O 1-((1-(5-((2,6-dioxopiperidin-3-yl)amino)pyridin-2-yl)piperidin-4-yl)methyl)piperidin